FC1=C(C=C(C=N1)C=1N=NN(C1)[C@H](C(=O)N1[C@@H](C[C@H](C1)O)C(=O)NC)C(C)(C)C)C (2S,4r)-1-[(2S)-2-[4-(6-fluoro-5-methyl-3-pyridinyl)triazol-1-yl]-3,3-dimethyl-butyryl]-4-hydroxy-N-methyl-pyrrolidine-2-carboxamide